2-hydroxy-N-((5-(2-((6-morpholino-2-(trifluoromethyl)quinazolin-4-yl)thio)acetyl)thiophen-2-yl)methyl)acetamide OCC(=O)NCC=1SC(=CC1)C(CSC1=NC(=NC2=CC=C(C=C12)N1CCOCC1)C(F)(F)F)=O